Ethyl 2-((2S,3R)-3-((tert-butyldimethylsilyl)oxy)-2-(cyclopentyloxy)-3-(3,5-dimethoxy-4-methylphenyl)propyl)-6-chlorobenzo[d]thiazole-4-carboxylate [Si](C)(C)(C(C)(C)C)O[C@@H]([C@H](CC=1SC=2C(N1)=C(C=C(C2)Cl)C(=O)OCC)OC2CCCC2)C2=CC(=C(C(=C2)OC)C)OC